3-cyclopropyl-6,7,8,9-tetrahydrobenzo[g]Isoquinoline-7-carboxylic acid methyl ester COC(=O)C1CCC2=C(C=C3C=C(N=CC3=C2)C2CC2)C1